FC1=CC=C2C=NC(=NC2=C1C1=NC=CC(=C1)NC(C=C)=O)NC1=C(C=C(C=C1)N1CCOCC1)OC N-(2-(7-fluoro-2-((2-methoxy-4-morpholinylphenyl)amino)quinazolin-8-yl)pyridin-4-yl)acrylamide